FC(CCNCCC)(F)F 3,3,3-trifluoro-N-propyl-propan-1-amine